5-methyl-6-(propan-2-yl)pyridin CC=1C=CC=NC1C(C)C